N1=C(C=NC=C1)CNC(OCCC=1C(OC2=CC(=CC=C2C1C)N(CC)CC)=O)=O 2-(7-(diethylamino)-4-methyl-2-oxo-2H-chromen-3-yl)ethyl (pyrazin-2-ylmethyl)carbamate